O=C1NC(CCC1N1C(C2=CC=C(C=C2C1=O)NS(=O)(=O)C1=C(C=CC=C1)OCC)=O)=O N-(2-(2,6-dioxo-piperidin-3-yl)-1,3-dioxoisoindolin-5-yl)-2-ethoxybenzene-sulfonamide